COC(CN1CCC(CC1)N1N=CC(=C1)NC=1C=2N(C(=CN1)C=C)C=CN2)OC N-(1-(1-(2,2-dimethoxyethyl)piperidin-4-yl)-1H-pyrazol-4-yl)-5-vinylimidazo[1,2-a]pyrazin-8-amine